BrCC(Br)(Br)Br Tetrabromoethan